4',5-Dihydroxyl-8-(3,3-dimethylallyl)-flavonol OC1=CC=C(C=2OC3=C(C=CC(=C3C(C2O)=O)O)CC=C(C)C)C=C1